1'-(6-amino-5-fluoropyrimidin-4-yl)-3-(3,5-dichlorophenylamino)-5'-fluoro-1,3'-bipiperidin-2-one NC1=C(C(=NC=N1)N1CC(CC(C1)F)N1C(C(CCC1)NC1=CC(=CC(=C1)Cl)Cl)=O)F